C(C=C)(=O)OCCCCCCOC1=C(C=CC2=CC=CC=C12)C(=O)[O-] (6-prop-2-enoyloxyhexoxy)naphthalene-2-carboxylate